Cl.FC1=C(C=C(C=C1)C12CCCC2C(C1)C(=O)N)C(F)(F)F (4-fluoro-3-(trifluoromethyl)phenyl)bicyclo[3.2.0]heptane-6-carboxamide hydrochloride